N2,N3-bis(3,4-dichlorophenyl)-6-(pyrrolidin-1-yl)quinoxaline-2,3-diamine ClC=1C=C(C=CC1Cl)NC1=NC2=CC=C(C=C2N=C1NC1=CC(=C(C=C1)Cl)Cl)N1CCCC1